(2,4-dichlorophenyl)-1H-imidazole-1-ethanol ClC1=C(C=CC(=C1)Cl)C=1N(C=CN1)CCO